3-chloro-1-methyl-N-(2-methyl-3-phenylbutan-2-yl)-1H-pyrrolo[2,3-b]pyridine-5-carboxamide ClC1=CN(C2=NC=C(C=C21)C(=O)NC(C)(C(C)C2=CC=CC=C2)C)C